4-(3,4-Dichlorophenyl)-1-(2-oxo-1,2-dihydroquinoline-4-carbonyl)piperazine-2-carboxylic acid methyl ester COC(=O)C1N(CCN(C1)C1=CC(=C(C=C1)Cl)Cl)C(=O)C1=CC(NC2=CC=CC=C12)=O